1-(5-((2R,4R)-2-(2,5-difluorophenyl)-4-fluoropyrrolidin-1-yl)pyrazolo[1,5-a]pyrimidin-3-yl)-3-((1R,2R)-2-hydroxycyclopropyl)thiourea FC1=C(C=C(C=C1)F)[C@@H]1N(C[C@@H](C1)F)C1=NC=2N(C=C1)N=CC2NC(=S)N[C@H]2[C@@H](C2)O